N1=C(N=CC=C1)C#CC=1C=C(C(=O)O)C=CC1 3-(2-pyrimidin-2-ylethynyl)benzoic acid